CC1(COC2(OC1)C[C@@H]1CC(C[C@@H]1C2)NC=2C1=C(N=CC2[N+](=O)[O-])N(C=C1)S(=O)(=O)C1=CC=CC=C1)C N-((3aR,5r,6aS)-5',5'-dimethylhexahydro-1H-spiro[pentalene-2,2'-[1,3]dioxane]-5-yl)-5-nitro-1-(benzenesulfonyl)-1H-pyrrolo[2,3-b]pyridin-4-amine